FC1=C(C=C(C=C1)F)[C@@H]1NCCC1 (2R)-2-(2,5-difluorophenyl)pyrrolidine